4-((1-((2,4-Dichlorophenyl)sulfonyl)-3-(hydroxymethyl)azetidin-3-yl)methoxy)-2-fluoro-5-methoxybenzonitrile ClC1=C(C=CC(=C1)Cl)S(=O)(=O)N1CC(C1)(CO)COC1=CC(=C(C#N)C=C1OC)F